C1(CCCCC1)NC=1C(=O)N(C(C1)=O)C1CCCCC1 2-cyclohexylamino-N-cyclohexylmaleimide